C(C)(C)(C)OC(=O)N1CC=CC1=O 5-oxo-2H-pyrrole-1-carboxylic acid tert-butyl ester